C1=CC=CC=2C3=CC=CC=C3C(C12)COC(=O)N1[C@H](C[C@@H](C1)OC(C)(C)C)C(=O)O (2R,4S)-1-(((9H-fluoren-9-yl)methoxy)carbonyl)-4-(tert-butoxy)pyrrolidine-2-carboxylic acid